FC(/C=C/C(=O)N1[C@@H](CN(CC1)C1CN(C1)C1=NC(=NC(=C1)N1CCC(CC1)C=1C(=NC=CC1C)C1(COC1)OC)C(F)(F)F)C)F (R,E)-4,4-difluoro-1-(4-(1-(6-(4-(2-(3-methoxyoxetan-3-yl)-4-methylpyridin-3-yl)piperidin-1-yl)-2-(trifluoromethyl)pyrimidin-4-yl)azetidin-3-yl)-2-methylpiperazin-1-yl)but-2-en-1-one